tert-Butyl (R)-2-chloro-4-(1-(2-cyano-1-cyclopentylethyl)-1H-pyrazol-4-yl)-7H-pyrrolo[2,3-d]pyrimidine-7-carboxylate ClC=1N=C(C2=C(N1)N(C=C2)C(=O)OC(C)(C)C)C=2C=NN(C2)[C@H](CC#N)C2CCCC2